S(=O)(=O)([O-])[O-].C(CCCCCCC)C=CC1=CC=CC=C1.[Na+].[Na+] sodium octyl-styrene sulfate